CCC(=O)CCCCC/C=C/C=C E-10-dodecadienal